N1C(=NC=C1)C1=CC=C(C(=O)Cl)C=C1 4-(1H-imidazol-2-yl)benzoyl chloride